N-[4-methyl-3-(4,4,5,5-tetramethyl-1,3,2-dioxaborolan-2-yl)phenyl]-3-(trifluoromethoxy)pyrrolidine-1-carboxamide CC1=C(C=C(C=C1)NC(=O)N1CC(CC1)OC(F)(F)F)B1OC(C(O1)(C)C)(C)C